6-bromo-2,2-difluoro-2,3-dihydro-1H-indene-5-amine BrC1=C(C=C2CC(CC2=C1)(F)F)N